ClC1=C(C=CC(=C1)F)C1=CC(OC2=CC(=CC=C12)OC(C(=O)N1CC(CCC1)(C(=O)O)C)C)=O 1-[2-[4-(2-chloro-4-fluoro-phenyl)-2-oxo-chromen-7-yl]oxypropionyl]-3-methyl-piperidine-3-carboxylic acid